ClC1=C(C=CC(=C1)O)C1=CC(=C2C=NNC2=C1)O[C@@H]1C[C@H](C1)N(C(\C=C\CN(C)C)=O)C trans-(E)-N-(3-((6-(2-chloro-4-hydroxyphenyl)-1H-indazol-4-yl)oxy)cyclobutyl)-4-(dimethylamino)-N-methylbut-2-enamide